C(C)(C)(C)OC(=O)N1CC=2C(=NC=C(C2C1=O)NC1=NC=C(C=C1)N1CCC(CC1)O)Cl 4-chloro-7-((5-(4-hydroxypiperidin-1-yl)pyridin-2-yl)amino)-1-oxo-1,3-dihydro-2H-pyrrolo[3,4-c]pyridine-2-carboxylic acid tert-butyl ester